FC(C1=NN=C(O1)C=1C=C(C=C(C1)F)C=1N(C=CN1)CC1=NOC(=N1)C)F 3-[(2-{3-[5-(difluoromethyl)-1,3,4-oxadiazol-2-yl]-5-fluorophenyl}-1H-imidazol-1-yl)methyl]-5-methyl-1,2,4-oxadiazole